CNC=1C(=CC=C(C1)OC(F)(F)F)N N'-methyl-4-(trifluoromethoxy)benzene-1,2-diamine